N[C@@H]1CCCC12CCN(CC2)C2=NC(=C(C(=N2)C#N)C2=C(C(=CC=C2)Cl)Cl)C 2-((R)-1-amino-8-azaspiro[4.5]dec-8-yl)-5-(2,3-dichlorophenyl)-6-methylpyrimidine-4-carbonitrile